CN1N=C2N=CC(=CC2=C1)C1=CC=C2C(=N1)SC(=C2)C2(CC1(CCO1)C2)O 6-(6-(2-methyl-2H-pyrazolo[3,4-b]pyridin-5-yl)thieno[2,3-b]pyridin-2-yl)-1-oxaspiro[3.3]heptan-6-ol